OC(CN(CCCCC(=O)OCCN1CCN(CC1)CCSSCCCN(CC(CCCCCC\C=C/CCCCCCCC)O)CC(CCCCCC\C=C/CCCCCCCC)O)CC(CCCCCC\C=C/CCCCCCCC)O)CCCCCC\C=C/CCCCCCCC 2-(4-(2-((3-(Bis((Z)-2-hydroxyoctadec-9-en-1-yl)amino)propyl)disulfaneyl)ethyl)piperazin-1-yl)ethyl 5-(bis((Z)-2-hydroxyoctadec-9-en-1-yl)amino)pentanoate